tert-butyl (3S)-3-[[4-[6-(3-phenoxyphenyl)-1H-indol-3-yl]-5-(trifluoromethyl) pyrimidin-2-yl]amino]piperidine-1-carboxylate O(C1=CC=CC=C1)C=1C=C(C=CC1)C1=CC=C2C(=CNC2=C1)C1=NC(=NC=C1C(F)(F)F)N[C@@H]1CN(CCC1)C(=O)OC(C)(C)C